O1C(=CC=C1)CN1C(C=C(C2=CC(=CC=C12)N)C)(C)C (furan-2-ylmethyl)-2,2,4-trimethyl-1,2-dihydroquinolin-6-amine